OC(CC(=O)O)C(C)(C)C 3-HYDROXY-4,4-DIMETHYLPENTANOIC ACID